COC1=CC=C(CN2N=CC=3C2=NC(=CC3N3CC2=C(CC3)N(N=C2C)CC23CCC(CC2)(CC3)N)C)C=C1 4-((5-(1-(4-methoxybenzyl)-6-methyl-1H-pyrazolo[3,4-b]pyridin-4-yl)-3-methyl-4,5,6,7-tetrahydro-1H-pyrazolo[4,3-c]pyridin-1-yl)methyl)bicyclo[2.2.2]octan-1-amine